CC1(CC1)CO (1-methylcyclopropyl)methanol